ClC1=C(C(=C(C=C1OC)OC)Cl)C1=CC2=C(N=C(N=C2)SC)N(C1=O)CCN1C[C@@H](CCC1)NC(OC(C)(C)C)=O (R)-tert-butyl (1-(2-(6-(2,6-dichloro-3,5-dimethoxyphenyl)-2-(methylthio)-7-oxopyrido[2,3-d]pyrimidin-8(7H)-yl)ethyl)piperidin-3-yl)carbamate